COC(C=1C=C(C(=NC1)C(=O)OC)C)OC methyl 5-(dimethoxymethyl)-3-methylpicolinate